2-(2-isopropyl-5-methyl-phenyl)-4,4,5,5-tetramethyl-1,3,2-dioxaborolane C(C)(C)C1=C(C=C(C=C1)C)B1OC(C(O1)(C)C)(C)C